(3R)-N-(3,5-dimethoxyphenyl)-1-(1-phenylethyl)piperidin-3-amine COC=1C=C(C=C(C1)OC)N[C@H]1CN(CCC1)C(C)C1=CC=CC=C1